Cl.NC1=NC=2C=C(C(=CC2C2=C1C=NN2C)C(=O)Cl)F 4-Amino-7-fluoro-1-methyl-1H-pyrazolo[4,3-c]quinoline-8-carbonyl chloride hydrochloride